C(C1=CC=CC=C1)N1C(C2(CCCC3=CC=CC=C23)C1)=O 1-benzylspiro[azetidine-3,1'-tetrahydronaphthalen]-2-one